NC1CCN(CC1)C([C@@H](CCCCN(CCOCCOC)CCOCCOC)NC([C@@H](CC(C)C)NC([C@@H](CC1=CC=CC=C1)NC([C@@H](CC1=CC=CC=C1)N)=O)=O)=O)=O 4-Amino-1-((R)-2-((R)-2-((R)-2-((R)-2-amino-3-phenylpropanamido)-3-phenylpropan-amido)-4-methylpentanamido)-6-(di(2-(2-methoxyethoxy)ethyl)amino)hexanoyl)piperidin